IC1=CC(=CC=2C=C(OC21)COC2=C(C=CC=C2)CC(=O)OCC)COC2=C(C=CC=C2)CC(=O)OCC diethyl 2,2'-((((7-iodobenzofuran-2,5-diyl)bis(methylene))bis(oxy))bis(2,1-phenylene))diacetate